C1CC(=O)N(C1=O)OC(=O)Cl N-Hydroxysuccinimidyl chloroformate